C[C@]12[C@](C3=C(S1)C=CC=C3)([C@H](C2)C2=NC=CC=C2)C(=O)C2=CSC=C2 ((1S,2aS,7bS)-2a-methyl-1-(pyridin-2-yl)-2,2a-dihydrobenzo[b]cyclobuta[d]thiophen-7b(1H)-yl)(thiophen-3-yl)methanone